2-methyl-4-(trifluoromethoxy)-phenoxyacetic acid CC1=C(OCC(=O)O)C=CC(=C1)OC(F)(F)F